6-chloro-4-{3,8-diazabicyclo[3.2.1]oct-3-yl}-8-fluoro-7-(2-fluoro-6-methylphenyl)-2-{[(2S)-1-methylpyrrolidin-2-yl]methoxy}quinazoline ClC=1C=C2C(=NC(=NC2=C(C1C1=C(C=CC=C1C)F)F)OC[C@H]1N(CCC1)C)N1CC2CCC(C1)N2